C(=O)(O)C1NCC(C1CC(=O)O)C(C)C 2-carboxyl-4-isopropyl-3-pyrrolidineacetic acid